1-(2-(dimethylamino)ethyl)-1H-indole-3-carbaldehyde CN(CCN1C=C(C2=CC=CC=C12)C=O)C